Br.Br.FC1=NNC=C1C1=CC=C2C(=NN(C2=C1)C[C@H]1N(CC1)C)C(=O)[C@@H]1COC2=CC=C(C=C2C1)F (6-(3-fluoro-1H-pyrazol-4-yl)-1-(((S)-1-methylazetidin-2-yl)methyl)-1H-indazol-3-yl)((S)-6-fluorochroman-3-yl)methanone dihydrobromide